(R)-N-((5-fluoro-6-(thiazol-4-ylmethoxy)-1H-indol-2-yl)methyl)-2-methylpyrrolidine-1-carboxamide FC=1C=C2C=C(NC2=CC1OCC=1N=CSC1)CNC(=O)N1[C@@H](CCC1)C